FC(ON1CCCC2=CC=CC=C12)(F)F (trifluoromethoxy)-1,2,3,4-tetrahydroquinoline